sulfosodium succinate C(CCC(=O)O)(=O)O.S(=O)(=O)(O)[Na]